C(C)(C)C1=CC=C(C=C1)N1NC(=CC1C1=C(C(=CC=C1)OC)OC)C=CC1=C(C(=CC=C1)OC)OC 1-(4-isopropyl-phenyl)-3-(2,3-dimethoxystyryl)-5-(2,3-dimethoxyphenyl)-pyrazoline